N1-(8-cyclobutoxy-7-(1-(1-ethoxyethyl)-1H-pyrazol-4-yl)-[1,2,4]triazolo[1,5-c]pyrimidin-2-yl)-2-methylbenzene-1,4-diamine C1(CCC1)OC=1C=2N(C=NC1C=1C=NN(C1)C(C)OCC)N=C(N2)NC2=C(C=C(C=C2)N)C